(5-methyl-6-(piperidin-4-yl)pyridin-3-yl)methanol Hexadecylcyanoacrylate C(CCCCCCCCCCCCCCC)C=C(C(=O)OCC=1C=NC(=C(C1)C)C1CCNCC1)C#N